4-(5-(6-fluoropyridin-3-yl)-6-nitrothiazolo[4,5-b]pyridin-2-yl)morpholine FC1=CC=C(C=N1)C1=C(C=C2C(=N1)N=C(S2)N2CCOCC2)[N+](=O)[O-]